N-((1R,2S)-2-(3,4-difluorophenyl)cyclopropyl)-9-methyl-2-propoxy-9H-purin-6-amine FC=1C=C(C=CC1F)[C@H]1[C@@H](C1)NC1=C2N=CN(C2=NC(=N1)OCCC)C